phosphino oxide POP